2-(3-Ethoxy-1,1-difluoropropyl)-1-methyl-1H-benzimidazole C(C)OCCC(F)(F)C1=NC2=C(N1C)C=CC=C2